C1(CC1)N1C(N([C@@H](C1=O)C(C)C)C=1N=C2N(CCOC3=C2C=CC(=C3)N3[C@@H](CCC3)C(=O)N)C1)=O (2S)-1-(2-((5R)-3-cyclopropyl-5-isopropyl-2,4-dioxoimidazolidin-1-yl)-5,6-dihydrobenzo[f]imidazo[1,2-d][1,4]oxazepin-9-yl)pyrrolidine-2-carboxamide